2-chloro-N-(5-methyl-1,3,4-oxadiazol-2-yl)[(3S)-methylsulfinyl]-4-(trifluoromethyl)benzamide ClC1=C(C(=O)NC=2OC(=NN2)C)C=CC(=C1S(=O)C)C(F)(F)F